(2-methoxy-5-methyl-3-nitrophenyl)-1-methyl-1H-1,2,4-triazole COC1=C(C=C(C=C1[N+](=O)[O-])C)C1=NN(C=N1)C